FC(CN1N=CC=2C1=NC(=CN2)N2CC1CCC(C2)C12C(N(CC2)C=2C=NC(=CC2)C(F)(F)F)=O)F 3-(1-(2,2-difluoroethyl)-1H-pyrazolo[3,4-b]pyrazin-6-yl)-1'-(6-(trifluoromethyl)pyridin-3-yl)-3-azaspiro[bicyclo[3.2.1]octane-8,3'-pyrrolidin]-2'-one